2-(2-((2'-Fluoro-2-methyl-[1,1'-biphenyl]-3-yl)methoxy)-7,8-dihydro-1,6-naphthyridin-6(5H)-yl)ethan-1-ol FC1=C(C=CC=C1)C1=C(C(=CC=C1)COC1=NC=2CCN(CC2C=C1)CCO)C